CC=1SC(=C(N1)CC(=O)N1CCN(CC1)C1=C(C=CC=C1)C(C(=O)NO)=C)C 2-(4-(2-(2,5-dimethylthiazol-4-yl)acetyl)piperazin-1-ylphenyl)-N-hydroxyacrylamide